tert-butyl (2R,3S)-3-((methylsulfonyl)oxy)-2-(((methylsulfonyl)oxy)methyl)pyrrolidine-1-carboxylate CS(=O)(=O)O[C@@H]1[C@H](N(CC1)C(=O)OC(C)(C)C)COS(=O)(=O)C